C1(=CC=CC=C1)[C@@H]1N2C(COC1)=NC1=C2C=C(C=C1)C=1C=NC(=NC1)N1CCC(CC1)C(C)O 1-(1-(5-((S)-4-phenyl-3,4-dihydro-1H-benzo[4,5]imidazo[2,1-c][1,4]oxazin-7-yl)pyrimidin-2-yl)piperidin-4-yl)ethanol